C(C1=CC=CC=C1)OCC1=CC=C(C(=O)OC)C=C1 methyl 4-((benzyloxy)methyl)benzoate